1-(4-(4,4,5,5-tetramethyl-1,3,2-dioxaborolan-2-yl)phenyl)-1-(5-(trifluoromethyl)pyridin-3-yl)ethanol CC1(OB(OC1(C)C)C1=CC=C(C=C1)C(C)(O)C=1C=NC=C(C1)C(F)(F)F)C